C(C1=CC=CC=C1)OC1=CC(=C(C(=O)OC2=C(C(=C(C(=O)OCOC)C(=C2C)C)C)Br)C(=C1)C)OC methoxymethyl 4-((4-(benzyloxy)-2-methoxy-6-methylbenzoyl)oxy)-3-bromo-2,5,6-trimethylbenzoate